C(#N)C1=C(C=C(C=C1)C1=NC=CN1C1=CC2=C(N(N=N2)CC(C)(C)O)C=C1F)F 2-(4-cyano-3-fluorophenyl)-3-(6-fluoro-1-(2-hydroxy-2-methylpropyl)-1H-Benzo[d][1,2,3]triazol-5-yl)imidazole